1,3-dibromo-2-methylpropane BrCC(CBr)C